ClC(CN1C=CC=C1)CC 1-(2-chlorobutyl)-pyrrole